CC1C2(O1)CC3CC2C4C3CC=C(C4)C 3,4,4a,5,8,8a-Hexahydro-3',7'-dimethylspiro(1,4-methanonaphthalene-2(1H),2'-oxirane)